2-(7-bromonaphthalen-2-yl)benzothiophene BrC1=CC=C2C=CC(=CC2=C1)C=1SC2=C(C1)C=CC=C2